NC1=NC=NN2C1=C(C(=N2)C2=CC=C(C=C2)NC(\C=C\C)=O)C2=CC(=C(C=C2)OC2=NC(=CC=C2)C)F (E)-N-(4-(4-amino-5-(3-fluoro-4-((6-methylpyridin-2-yl)oxy)phenyl)pyrazolo[5,1-f][1,2,4]triazin-6-yl)phenyl)but-2-enamide